C1(CC1)CC(=O)N1CC2=C(C=C(C=C2CC1)C=1C=C2C(=NC1)NC=C2C)[C@H]2NCCC2 (S)-2-cyclopropyl-1-(6-(3-methyl-1H-pyrrolo[2,3-B]pyridin-5-yl)-8-(pyrrolidin-2-yl)-3,4-dihydro-isoquinolin-2(1H)-yl)ethanone